8-Cyclopentyl-6-(2-hydroxyethyl)-2-(methylsulfonyl)pyrido[2,3-d]pyrimidin-7(8H)-one C1(CCCC1)N1C(C(=CC2=C1N=C(N=C2)S(=O)(=O)C)CCO)=O